NC1=C(C(C1=O)=O)NCC(=O)O[C@H]1[C@H](N(C[C@@H]1OC(=O)OC(C)(C)C)C(=O)OC(C)(C)C)CC1=CC=C(C=C1)OC tert-butyl (2R,3S,4S)-3-({2-[(2-amino-3,4-dioxocyclobut-1-en-1-yl)amino]acetyl}oxy)-4-[(tert-butoxycarbonyl)oxy]-2-[(4-methoxyphenyl)methyl]pyrrolidine-1-carboxylate